pyridoxin N1=C(C)C(O)=C(CO)C(CO)=C1